O=C1C(=C(C=NN1COCC[Si](C)(C)C)N[C@H](CO\N=C\C(=O)O)C)C(F)(F)F (S,E)-2-((2-((6-oxo-5-(trifluoromethyl)-1-((2-(trimethylsilyl)ethoxy)methyl)-1,6-dihydropyridazin-4-yl)amino)propoxy)imino)acetic acid